2-Chloro-9-methyl-7-((2-(trimethylsilyl)ethoxy)methyl)-7,9-dihydro-8H-purin-8-one ClC1=NC=C2N(C(N(C2=N1)C)=O)COCC[Si](C)(C)C